FC(OC1=C(C=2C=NC=NC2C=C1)N)F 6-(difluoromethoxy)quinazolin-5-amine